6,7-Dihydro-5H-pyrrolo[3,4-d]pyrimidine N1=CN=CC2=C1CNC2